C(CCC)N(CCCCN)CCCC N,N-dibutyl-1,4-butanediamine